ClC1=C(C(=CC=C1F)Cl)C(C)OC=1C(=NC=C(C1)C=1C=C2C=CNC2=CC1)N 3-[1-(2,6-dichloro-3-fluoro-phenyl)-ethoxy]-5-(1H-indol-5-yl)-pyridin-2-ylamine